FC(CNC1=NC(=NC=C1OC)C1=C(C=C2C(N(C=NC2=C1)CCC[C@H](C)NC=1C=NN(C(C1C(F)(F)F)=O)COCC[Si](C)(C)C)=O)F)F 7-[4-(2,2-difluoroethylamino)-5-methoxy-pyrimidin-2-yl]-6-fluoro-3-[(4S)-4-[[6-oxo-5-(trifluoromethyl)-1-(2-trimethylsilyl-ethoxymethyl)pyridazin-4-yl]amino]pentyl]quinazolin-4-one